C(=C)C1=CC=C(C=C1)N1C2=CC=C(C=C2C=2C=C(C=CC12)C(C1=CC=C(C=C1)O)=O)C(C1=CC=C(C=C1)O)=O N-(4-vinylphenyl)-3,6-bis(4-hydroxybenzoyl)carbazole